1,3,5-tris(4-hydroxyphenyl)-benzene OC1=CC=C(C=C1)C1=CC(=CC(=C1)C1=CC=C(C=C1)O)C1=CC=C(C=C1)O